ClC=1C(=CC2=C(N(C[C@H](N(S2(=O)=O)C)C2CCCCC2)C2=CC=CC=C2)C1)C=1C=C(C=2C=NNC2C1)C(=O)OC methyl (R)-6-(7-chloro-3-cyclohexyl-2-methyl-1,1-dioxido-5-phenyl-2,3,4,5-tetrahydrobenzo[f][1,2,5]thiadiazepin-8-yl)-1H-indazole-4-carboxylate